[Cl-].OCC[N+](C)(C)CC1=CC=CC=C1 N-(2-hydroxyethyl)-N,N-dimethylbenzyl-ammonium chloride